4-acetoxy-3-(N,N-dimethylaminoethyl)indole C(C)(=O)OC1=C2C(=CNC2=CC=C1)CCN(C)C